methyl 2-(6-(4-(1-(4,4-difluorocyclohexyl)-3,3-dimethyl-2,3-dihydro-1H-pyrrolo[3,2-b]pyridine-5-carbonyl)-3,3-dimethylpiperazin-1-yl)pyridin-3-yl)acetate FC1(CCC(CC1)N1CC(C2=NC(=CC=C21)C(=O)N2C(CN(CC2)C2=CC=C(C=N2)CC(=O)OC)(C)C)(C)C)F